CC1=C(C=CC(=N1)C1=CNC2=C(C=CC=C12)C#N)NC 3-[6-methyl-5-(methylamino)pyridin-2-yl]-1H-indole-7-carbonitrile